COC(=O)C1N(CCC1)CC1=C(C=CC=C1)Cl 1-[(2-chlorophenyl)methyl]Pyrrolidine-2-carboxylic acid methyl ester